C(C)C1=NOC(=N1)/C=C/C(=O)O (E)-3-(3-ethyl-1,2,4-oxadiazol-5-yl)acrylic acid